Cl.NCC=1C=NN(C1)CC1=CC2=C(C(=NO2)NS(=O)(=O)C=2C=CC=C3C(=CC=NC23)C)C(=C1)OC N-(6-((4-(aminomethyl)-1H-pyrazol-1-yl)methyl)-4-methoxybenzo[d]isoxazol-3-yl)-4-methylquinoline-8-sulfonamide hydrochloride